N(=[N+]=[N-])CC(CO)(CO)C 2-(azidomethyl)-2-methylpropane-1,3-diol